CC1(CCCCC1)C 4,4-dimethylcyclohexane